C(C1=CC=CC=C1)OC(CCCC)=O pentanoic acid benzyl ester